CN1N=CC=2C1=NC(=CC2N2CC=1C=CC(=NC1[C@H](C2)C)OC2CCNCC2)C (8S)-6-(1,6-dimethylpyrazolo[3,4-b]pyridin-4-yl)-8-methyl-2-(4-piperidyloxy)-7,8-dihydro-5H-1,6-naphthyridine